C12(CC1)COC1=C2C(=CC=C1)OC=1N=CC(=NC1)N1C(NC=2C1=NC=CC2)=O 3-(5-spiro[2H-benzofuran-3,1'-cyclopropane]-4-yloxypyrazin-2-yl)-1H-imidazo[4,5-b]pyridin-2-one